COC1=C(C(=NC=2N1N=C(C2C2=CC=CC=C2)C2=CC=CC=C2)NC=2SC(=NN2)C)C2=CC=C(C=C2)OC N-(7-methoxy-6-(4-methoxyphenyl)-2,3-diphenylpyrazolo[1,5-a]pyrimidin-5-yl)-5-methyl-1,3,4-thiadiazol-2-amine